(5R)-5-{[(6-chloro-4-{3,8-diazabicyclo[3.2.1]oct-3-yl}-8-fluoro-7-(3-hydroxynaphthalen-1-yl)quinazolin-2-yl)oxy]methyl}pyrrolidin-2-one ClC=1C=C2C(=NC(=NC2=C(C1C1=CC(=CC2=CC=CC=C12)O)F)OC[C@H]1CCC(N1)=O)N1CC2CCC(C1)N2